C1(=CC=CC=2C3=CC=CC=C3NC12)C1=CC=C(C=C1)C(=O)C1=CC=C(C=C1)C1=CC=CC=2C3=CC=CC=C3NC12 di(4-(9H-carbazolyl)-phenyl)methanone